C(C1=CC=CC=C1)C=1C=C(C=C(C1OC)C1=CC=CC=C1)NN (5-benzyl-6-methoxy-[1,1'-biphenyl]-3-yl)hydrazine